3-(8-chloro-2,6-dimethyl-1,2,3,4-tetrahydroisoquinolin-4-yl)benzene-1-sulfonyl chloride ClC=1C=C(C=C2C(CN(CC12)C)C=1C=C(C=CC1)S(=O)(=O)Cl)C